5-(4-methylquinazolin-6-yl)thiazol CC1=NC=NC2=CC=C(C=C12)C1=CN=CS1